OC(=O)C(F)(F)F.NC1=C(C=CC=C1)NC(C1=CN=C(C=C1)OCCN1CCC(CC1)CNC1C(C1)C1=CC=C(C=C1)F)=O N-(2-aminophenyl)-6-(2-(4-(((2-(4-fluorophenyl)cyclopropyl)amino)methyl)piperidin-1-yl)ethoxy)nicotinamide TFA salt